3-bromo-5-chloro-7-(1-methyl-1H-pyrazol-5-yl)pyrazolo[1,5-a]pyrimidine BrC=1C=NN2C1N=C(C=C2C2=CC=NN2C)Cl